C(C)C1=NC(=CC=C1NC(C1=C(C=C(C=C1)OC(F)(F)F)NC1=C(C=C(C=C1)F)C)=O)OC N-(2-ethyl-6-methoxypyridin-3-yl)-2-((4-fluoro-2-methylphenyl)-amino)-4-(trifluoromethoxy)-benzamide